NC1=CC=C(C=N1)CC=1C=C(C#N)C=C(C1)F 3-((6-aminopyridin-3-yl)methyl)-5-fluorobenzonitrile